OC(CCC1=CC(=NC=C1)C(=O)N)(C)C 4-(3-hydroxy-3-methylbutyl)pyridine-2-carboxamide